(2R,3R,4S,5R)-2-(4-amino-5-fluoro-2-oxopyrimidin-1(2H)-yl)-4-(benzyloxy)-5-((benzyloxy)methyl)-5-methyltetrahydrofuran-3-yl acetate C(C)(=O)O[C@H]1[C@@H](O[C@]([C@H]1OCC1=CC=CC=C1)(C)COCC1=CC=CC=C1)N1C(N=C(C(=C1)F)N)=O